7-(1-(tert-Butoxycarbonyl)piperidin-4-yl)-4-chloro-9H-pyrimido[4,5-b]indole-9-carboxylic acid tert-butyl ester C(C)(C)(C)OC(=O)N1C2=C(C3=CC=C(C=C13)C1CCN(CC1)C(=O)OC(C)(C)C)C(=NC=N2)Cl